6-(2-amino-6-fluoro-5-(3-((methyl((tetrahydrofuran-2-yl)methyl)amino)methyl)-4-morpholinophenyl)pyridin-3-yl)-7-fluoro-3,4-dihydroisoquinolin-1(2H)-one NC1=NC(=C(C=C1C=1C=C2CCNC(C2=CC1F)=O)C1=CC(=C(C=C1)N1CCOCC1)CN(CC1OCCC1)C)F